(E)-6-(6-(2-(5-cyclopropyl-3-(3,5-dichloropyridin-4-yl)isoxazol-4-yl)vinyl)-3-azabicyclo[3.1.0]hex-3-yl)-4-(methoxy-d3)quinoline-2-carboxylic acid C1(CC1)C1=C(C(=NO1)C1=C(C=NC=C1Cl)Cl)/C=C/C1C2CN(CC12)C=1C=C2C(=CC(=NC2=CC1)C(=O)O)OC([2H])([2H])[2H]